C(CCC\C=C/C\C=C/C\C=C/C\C=C/CCCCC)(=O)N[C@@H](CC1=CC=CC=C1)C(=O)O N-arachidonoyl-phenylalanine